3-[Hydroxy-(4-propyl-phenyl)-(5-pyrrolidin-1-yl-pyridin-3-yl)-methyl]-3-methyl-azetidine-1-carboxylic acid tert-butyl ester C(C)(C)(C)OC(=O)N1CC(C1)(C)C(C=1C=NC=C(C1)N1CCCC1)(C1=CC=C(C=C1)CCC)O